2,2'-(1-(1-(2-methoxyethyl)-2,5-dimethyl-1H-pyrrol-3-yl)propane-1,2-diyl)bis(N-ethylhydrazine-1-thiocarboxamide) COCCN1C(=C(C=C1C)C(C(C)NNC(NCC)=S)NNC(NCC)=S)C